tert-butyl (E)-3-((tert-butylsulfinyl)imino)azepane-1-carboxylate C(C)(C)(C)S(=O)\N=C/1\CN(CCCC1)C(=O)OC(C)(C)C